N-(2,5-dibromophenyl)-2-ethylhexylthioamide BrC1=C(C=C(C=C1)Br)[N-]SCC(CCCC)CC